C(C)OC(C(C(C1CC1)C1CC1)C1=NN=C(N1)CC1=CC=CC=C1)=O.FC1(CCC(CC1)CN1N=NC(=C1)C1=CC=C(C=C1)S(=O)(=O)NCC(=O)N)F 2-(4-(1-((4,4-difluorocyclohexyl)methyl)-1H-1,2,3-triazol-4-yl)phenylsulfonylamino)acetamide ethyl-2-(5-benzyl-4H-1,2,4-triazol-3-yl)-3,3-dicyclopropyl-propanoate